[2-({[(3-fluoro(2-pyridyl))cyclobutyl]methyl}amino)pyrimidin-5-yl]-N-(4-pyridyl)carboxamide FC=1C(=NC=CC1)C1(CCC1)CNC1=NC=C(C=N1)C(=O)NC1=CC=NC=C1